OCN1C=CC2=C1N=CN=C2N([C@H]2CN(CC[C@H]2C)C(CC#N)=O)C 3-((3R,4R)-3-((7-(hydroxyMethyl)-7H-pyrrolo[2,3-d]pyrimidin-4-yl)(methyl)amino)-4-methylpiperidin-1-yl)-3-oxopropionitrile